6-[6-fluoro-8-(methylamino)-4-morpholino-9H-pyrido[2,3-b]indol-3-yl]-1-(methylamino)-4-oxo-1,8-naphthyridine-3-carboxylic acid FC=1C=C2C3=C(NC2=C(C1)NC)N=CC(=C3N3CCOCC3)C=3C=C1C(C(=CN(C1=NC3)NC)C(=O)O)=O